CN1N=NC2=C1C=C(C=C2)C2=CNC1=NC=C(C=C12)C1=CC(=NC=C1)N1CCN(CC1)C 1-methyl-6-(5-(2-(4-methylpiperazin-1-yl)pyridin-4-yl)-1H-pyrrolo[2,3-b]pyridin-3-yl)-1H-benzo[d][1,2,3]triazole